N-(3-(4-(tert-Butoxy)phenyl)-1-methyl-1H-indol-6-yl)-3-(imidazo[1,2-b]pyridazin-3-ylethynyl)-4-methylbenzamide C(C)(C)(C)OC1=CC=C(C=C1)C1=CN(C2=CC(=CC=C12)NC(C1=CC(=C(C=C1)C)C#CC1=CN=C2N1N=CC=C2)=O)C